C(C)OC(=O)C=1C(=CNC(C1)=O)C(=O)OC(C)(C)C 6-oxo-1,6-dihydropyridine-3,4-dicarboxylic acid 3-(tert-butyl) ester 4-ethyl ester